trifluoro-3,3-dimethylbutan FC(CC(C)(C)C)(F)F